N(C)(C)NCC(=O)O azaisopropyl-glycine